N[C@@H]1[C@H]2CC[C@@H](C1)N2C=2N(C(C1=C(N2)NC=C1C1=C(C2=C(N(N=C2C=C1)C)Cl)Cl)=O)C 2-((1R,2S,4S)-2-amino-7-azabicyclo[2.2.1]heptan-7-yl)-5-(3,4-dichloro-2-methyl-2H-indazol-5-yl)-3-methyl-3,7-dihydro-4H-pyrrolo[2,3-d]pyrimidin-4-one